ClC=1C=CC(=C2C=CN(C(C12)=O)C)OC1CC2(CN(C2)CCNC=2C=C(C(=O)N)C=CC2F)C1 3-((2-(6-((8-chloro-2-methyl-1-oxo-1,2-dihydroisoquinolin-5-yl)oxy)-2-azaspiro[3.3]heptan-2-yl)ethyl)amino)-4-fluorobenzamide